N-[5-[(4-chlorophenyl)methoxy]-1,3,4-thiadiazol-2-yl]-2-(cyanomethyl)-5-(2-methoxyphenyl)pyridine-4-carboxamide ClC1=CC=C(C=C1)COC1=NN=C(S1)NC(=O)C1=CC(=NC=C1C1=C(C=CC=C1)OC)CC#N